ClC1=C(CCOCCN(C(OC(C)(C)C)=O)C)C=CC(=C1)NC(CCC=1C=C2CN(C(C2=CC1)=O)C1C(NC(CC1)=O)=O)=O tert-butyl (2-(2-chloro-4-(3-(2-(2,6-dioxopiperidin-3-yl)-1-oxoisoindolin-5-yl)propanamido)phenethoxy)ethyl)(methyl)carbamate